FCCOC[C@@H]1[C@@H](C1)COC1=C(C=CC(=N1)C(=O)N[C@H](CO)C(C)C)N1CC(C1)OC 6-({(1r,2S)-2-[(2-fluoroethoxy)methyl]cyclopropyl}methoxy)-N-[(2S)-1-hydroxy-3-methylbutan-2-yl]-5-(3-methoxyazetidin-1-yl)pyridine-2-carboxamide